4,4-dichloro-cyclohexanecarboxylic acid ClC1(CCC(CC1)C(=O)O)Cl